bis(2-propynyl)(2-propenyl)phosphine oxide C(C#C)P(CC=C)(CC#C)=O